ClC1=NC=NC(=C1C1(CC1)C(=O)[O-])C 1-(4-chloro-6-methylpyrimidin-5-yl)cyclopropane-1-carboxylate